FC1(CC2=C(S1(=O)=O)C=C(C(=C2)OC)OC)CC2CCN(CC2)CC2=C(C=CC=C2)F 2-fluoro-2-((1-(2-fluorobenzyl)piperidin-4-yl)methyl)-5,6-dimethoxy-2,3-dihydrobenzo[b]thiophene 1,1-dioxide